O[C@@H]1[C@@H](CC12CCN(CC2)C(CCC(=O)N(C)C)=O)[C@@H]2N1C(C3=CC=CC=C23)=CN=C1 4-((1R,2S)-1-hydroxy-2-((S)-5H-imidazo[5,1-a]isoindol-5-yl)-7-azaspiro[3.5]nonan-7-yl)-N,N-dimethyl-4-oxobutanamide